2-[2'-hydroxy-5'-(methacryloyloxymethyl)phenyl]-2H-benzotriazole OC1=C(C=C(C=C1)COC(C(=C)C)=O)N1N=C2C(=N1)C=CC=C2